C1(CCCC1)N1C2=C(N(C(C(C1)(F)F)=O)C)C=NC(=N2)NC2=C(C=C(C(=O)NN)C=C2)OC 4-((9-cyclopentyl-7,7-difluoro-5-methyl-6-oxo-6,7,8,9-tetrahydro-5H-pyrimido[4,5-b][1,4]diazepin-2-yl)amino)-3-methoxybenzohydrazide